C1(CC1)C=1C=C(C(=NC1)C=1OC2=C(N1)C=C(C=C2)OC(F)F)SCC 2-(5-cyclopropyl-3-ethylsulfanyl-2-pyridinyl)-5-(difluoromethoxy)-1,3-benzoxazole